FC(C(=O)O)(F)F.NCC(=O)N1CC=2N(CC1)C=CN2 2-amino-1-(5,6-dihydroimidazo[1,2-a]pyrazin-7(8H)-yl)ethan-1-one trifluoroacetic acid salt